(2-trimethyl ammonio ethyl) methacrylate chloride [Cl-].C(C(=C)C)(=O)OCC[N+](C)(C)C